NC1=C2C=CC(=NC2=C2N=CC=CC2=C1)C 5-amino-2-methyl-1,10-phenanthroline